(S)-1-iodo-3-(pyrrolidin-3-yl)imidazo[1,5-a]pyrazine-8-amine IC=1N=C(N2C1C(=NC=C2)N)[C@@H]2CNCC2